3-(2,6-Difluoro-3,5-dimethoxyphenyl)-1-methyl-8-[(4-methylpiperazin-1-yl)carbonyl]-1,3,4,7-tetrahydro-2H-pyrrolo[3',2':5,6]pyrido[4,3-d]pyrimidin-2-one FC1=C(C(=C(C=C1OC)OC)F)N1C(N(C2=C(C1)C=NC1=C2C=C(N1)C(=O)N1CCN(CC1)C)C)=O